C(#N)C=1C=C(C=CC1)N(C(=O)C1CC(C1)(C(F)(F)F)O)CC12CCC(CC1)(CC2)C2=NOC(=N2)C(F)(F)F (1S,3S)-N-(3-cyanophenyl)-3-hydroxy-3-(trifluoromethyl)-N-((4-(5-(trifluoromethyl)-1,2,4-oxadiazol-3-yl)bicyclo[2.2.2]octan-1-yl)methyl)cyclobutane-1-carboxamide